5-(2,5,6-tris(3,6-dimethyl-9H-carbazol-9-yl)-4-(2-(pyridin-4-yl)phenyl)pyridin-3-yl)-5H-benzo[b]carbazole CC=1C=CC=2N(C3=CC=C(C=C3C2C1)C)C1=NC(=C(C(=C1N1C2=CC=CC=C2C=2C=C3C(=CC12)C=CC=C3)C3=C(C=CC=C3)C3=CC=NC=C3)N3C1=CC=C(C=C1C=1C=C(C=CC31)C)C)N3C1=CC=C(C=C1C=1C=C(C=CC31)C)C